methyl-5-bromo-3-oxo-2,3-dihydrofuro[2,3-c]pyridine CC1C(C=2C(=CN=C(C2)Br)O1)=O